C(C1=CC=CC=C1)N1C(C(C2=CC=CC=C12)=O)=O N-benzylindole-2,3-dione